FC(OC=1C(CCN(C1)CO)=O)F 5-(difluoromethoxy)-1-(hydroxymethyl)-4-oxo-3,4-dihydropyridine